OC(CN(C)C)CCl 2-hydroxy-N,N-dimethyl-chloropropylamine